2-[2-bromoimidazo[2,1-b][1,3,4]thiadiazol-5-yl]-4,6-dimethoxypyrazolo[1,5-a]pyridine BrC1=NN2C(S1)=NC=C2C2=NN1C(C(=CC(=C1)OC)OC)=C2